3,5-dichloro-2-iodo-4-[(4-methoxy-3-phenyl-phenyl)methyl]phenol ClC=1C(=C(C=C(C1CC1=CC(=C(C=C1)OC)C1=CC=CC=C1)Cl)O)I